2-((14-(ethyldimethylsilyl)tetradec-13-yn-1-yl)thio)ethyl hydrogen ((((R)-1-(6-amino-9H-purin-9-yl)propan-2-yl)oxy)methyl)phosphonate NC1=C2N=CN(C2=NC=N1)C[C@@H](C)OCP(OCCSCCCCCCCCCCCCC#C[Si](C)(C)CC)(O)=O